O=C([C@H](O)[C@@H](O)[C@@H](O)[C@H](O)CO)[O-] Galactonate